(E)-4,4-dimethyl-2-heptadec-8-enyl-1,3-oxazoline CC1(N=C(OC1)CCCCCCC\C=C\CCCCCCCC)C